(3S,4R)-4-(Isopropyl(methyl)amino)pyrrolidin-3-ol C(C)(C)N([C@H]1[C@H](CNC1)O)C